(R)-7-(7-(8-ethyl-7-fluoro-3-hydroxynaphthalen-1-yl)-8-fluoro-2-(((2R,7aS)-2-fluorotetrahydro-1H-pyrrolizin-7a(5H)-yl)methoxy)quinazolin-4-yl)-1-oxa-3,7-diazaspiro[4.5]decan-2-one C(C)C=1C(=CC=C2C=C(C=C(C12)C1=CC=C2C(=NC(=NC2=C1F)OC[C@]12CCCN2C[C@@H](C1)F)N1C[C@]2(CNC(O2)=O)CCC1)O)F